HEXAHYDRO-1H-2-BENZOXACYCLOTETRADECINE C1OCCCCCCC=CC=CC2=C1C=CC=C2